2-methyl-5-propan-2-ylcyclohexa-1,3-diene CC1=CCC(C=C1)C(C)C